COC(\C(=C\OC)\C1=C(C=CC=C1)OC1=NC=NC(=C1)OC1=C(C=CC=C1)C#N)=O (E)-2-{2-[6-(2-cyanophenoxy)pyrimidin-4-yloxy]-phenyl}-3-methoxyacrylic acid methyl ester